2-(3-(2,6-dioxopiperidin-3-yl)-2-oxo-2,3-dihydrobenzo[d]oxazol-6-yl)acetaldehyde O=C1NC(CCC1N1C(OC2=C1C=CC(=C2)CC=O)=O)=O